tert-Butyl 2-[[4-(3-cyanophenyl)-5-(2,6-dimethyl-4-pyridyl)thiazol-2-yl]carbamoyl]-5-oxa-2,8-diazaspiro[3.5]nonane-8-carboxylate C(#N)C=1C=C(C=CC1)C=1N=C(SC1C1=CC(=NC(=C1)C)C)NC(=O)N1CC2(C1)OCCN(C2)C(=O)OC(C)(C)C